O1C=C(C=C1)C1=C(C(C2=CC(=CC=C12)OCCCCC1=CC=CC=C1)=O)C=1C=NC=CC1 3-(Furan-3-yl)-6-(4-phenylbutoxy)-2-(pyridin-3-yl)-1H-inden-1-one